benzo[b][1,4]oxazine-7-carboxamide O1C2=C(N=CC1)C=CC(=C2)C(=O)N